C(C)O[C@@H]1C[C@@H](N(CC1)CC1=C2C=CN(C2=C(C=C1OC)C)C(=O)OC(C)(C)C)C1=C(C=C(C=C1)C(=O)OC)NC tert-butyl 4-{[(2R,4S)-4-ethoxy-2-[4-(methoxycarbonyl)-2-(methylamino)phenyl]piperidin-1-yl]methyl}-5-methoxy-7-methylindole-1-carboxylate